BrC1=CN=C(S1)CN1C(C(N(CC1)C1CCC1)=O)=O 1-((5-bromothiazol-2-yl)methyl)-4-cyclobutylpiperazine-2,3-dione